2-(1-(3-cyano-4-fluorophenyl)-1H-pyrazol-4-yl)propanoic acid C(#N)C=1C=C(C=CC1F)N1N=CC(=C1)C(C(=O)O)C